NC1(CCC1)C(O)([2H])[2H] (1-aminocyclobutyl)methane-d2-ol